[Cl-].C(CCC)[N+](CCCC)(CCCC)CCCC tetrabutylammonium chloride